CC=CC1=C(C=CC=C1)CCCC methyl-o-butylstyrene